[V+4].CC1=C(C(=CC=C1C)C)CC(C=C)=O 1-(2,3,6-trimethylphenyl)but-3-en-2-one vanadium(IV)